FC1(C(C1)C1=CC=C(C=C1)N1C=2N(CC(C1)CNC(C=C)=O)N=CC2)F N-((4-(4-(2,2-difluorocyclopropyl)phenyl)-4,5,6,7-tetrahydropyrazolo[1,5-a]pyrimidin-6-yl)methyl)acrylamide